P(=O)([O-])([O-])[O-].C[SiH](C)C.C[SiH](C)C.[Li+].[Li+].[Li+] lithium bis(trimethylsilane) phosphate